diaminopropylene oxide NC1(C(C)O1)N